(6-(3,5-dimethyl-1H-pyrazol-1-yl)pyridin-3-yl)methylamine CC1=NN(C(=C1)C)C1=CC=C(C=N1)CN